2-[(2,2-difluoro-ethyl)amino]-5-[5-(1-methyl-1H-1,3-benzodiazol-5-yl)-1,3,4-oxadiazol-2-yl]benzonitrile FC(CNC1=C(C#N)C=C(C=C1)C=1OC(=NN1)C1=CC2=C(N(C=N2)C)C=C1)F